(4S,5S)-2,2-dimethyl-5-((R)-1-phenylethylamino)-tetrahydro-2H-pyran-4-ol CC1(OC[C@@H]([C@H](C1)O)N[C@H](C)C1=CC=CC=C1)C